N3-(6-aminopyridin-3-yl)-N1-(2-cyclopentylethyl)-4-methyl-m-benzene-dicarboxamide NC1=CC=C(C=N1)NC(=O)C=1C=C(C=CC1C)C(=O)NCCC1CCCC1